N,N-dimethyl-amphetamine CN(C(C)CC1=CC=CC=C1)C